N[C@H](C(=O)[O-])CCCN=C(N)N (2S)-2-amino-5-(diaminomethylideneamino)pentanoate